O1CC(C1)N1CC(NCC1)C1=NC=C(C=C1)C(F)(F)F 1-(oxetan-3-yl)-3-(5-(trifluoromethyl)pyridin-2-yl)piperazine